NC1=CC=C(C=C1)SC1=C(C=C(N)C=C1)OC(C)C 4-((4-aminophenyl)thio)-3-isopropoxyaniline